(R)-5-(1-(3,5-dichloropyridin-4-yl)ethoxy)-3-iodo-6-methyl-1H-pyrazolo[4,3-b]pyridine ClC=1C=NC=C(C1[C@@H](C)OC1=C(C=C2C(=N1)C(=NN2)I)C)Cl